2,6-bis((cyclohexyloxy)methoxy)-5'-methyl-4-pentyl-2'-(prop-1-en-2-yl)-1,1'-biphenyl C1(CCCCC1)OCOC1=C(C(=CC(=C1)CCCCC)OCOC1CCCCC1)C1=C(C=CC(=C1)C)C(=C)C